C(CCC)OC(C=1C(C(=O)O)=CC=CC1)=O phthalic acid n-butyl ester